N-(4-amino-2-tetrahydropyran-2-yl-pyrazolo[4,3-c]pyridin-7-yl)-N'-methyl-N'-[1-[5-(trifluoromethyl)-2-pyridyl]propyl]oxamide NC1=NC=C(C=2C1=CN(N2)C2OCCCC2)NC(=O)C(=O)N(C(CC)C2=NC=C(C=C2)C(F)(F)F)C